3,3,4-trimethyl-1-phenylpent-4-en-2-one CC(C(CC1=CC=CC=C1)=O)(C(=C)C)C